4-((4-(1-Isopropyl-1H-pyrazol-4-yl)pyridin-2-yl)((4-(4-methoxy-3-methylphenyl)bicyclo[2.2.2]octan-1-yl)methyl)carbamoyl)cyclohexyl trans-3-(methoxymethyl)azetidine-1-carboxylate COCC1CN(C1)C(=O)OC1CCC(CC1)C(N(CC12CCC(CC1)(CC2)C2=CC(=C(C=C2)OC)C)C2=NC=CC(=C2)C=2C=NN(C2)C(C)C)=O